C(C)(C)(C)N1N(NC2=C1C=C(C=C2)C(=O)OC(C)CCCCCC)O 3-tert-butyl-2-hydroxy-5-(2-octyloxycarbonyl)-2H-benzotriazole